(E)-N-ethyl-N-[[4-[5-(trifluoromethyl)-1,2,4-oxadiazol-3-yl]phenyl]methyl]prop-1-ene-1-sulfonamide C(C)N(S(=O)(=O)\C=C\C)CC1=CC=C(C=C1)C1=NOC(=N1)C(F)(F)F